Br[SiH]1C[Si](C1)(CCC)CCC 1-bromo-3,3-dipropyl-1,3-disilacyclobutane